COC=1C(=CC2=C(N=C(S2)NC(C(C2=CC(=CC=C2)S(=O)(=O)CC2=CC=CC=C2)OC2=CC=C(C=C2)C#N)=O)C1)OC N-(5,6-dimethoxybenzothiazol-2-yl)-2-(4-cyanophenoxy)-2-{3-[benzylsulfonyl]phenyl}acetamide